3-[2-[(2S)-2-(hydroxymethyl)piperidine-1-carbonyl]phenyl]propionitrile OC[C@H]1N(CCCC1)C(=O)C1=C(C=CC=C1)CCC#N